O=C1NC(CCC1N1C(C2=CC=CC(=C2C1=O)NC(CCCCCOCCOCCOCCCCCCI)=O)=O)=O N-(2-(2,6-Dioxopiperidin-3-yl)-1,3-dioxoisoindolin-4-yl)-6-(2-(2-((6-iodohexyl)oxy)ethoxy)ethoxy)hexanamide